O1CCN(CC1)CCNC(C)=O N-(2-morpholinoethyl)acetamide